FC(CN1C(=NC2=C1C=C(C=C2)C2=CNC=1N=C(N=C(C12)OC)NC1C[C@@H]2[C@@H](CN(C2)C(C)=O)C1)C)F 1-((3aR,5r,6aS)-5-((5-(1-(2,2-difluoroethyl)-2-methyl-1H-benzo[d]imidazol-6-yl)-4-methoxy-7H-pyrrolo[2,3-d]pyrimidin-2-yl)amino)hexahydrocyclopenta[c]pyrrol-2(1H)-yl)ethan-1-one